BrC=1C=C(C=CC1)C=1C(=C(C=CC1)Br)C1=CC=CC=C1 3,3'-dibromoterphenyl